methyl 3-(9-((4-(((tert-butoxycarbonyl)amino)methyl)-2-(cyclopropylmethoxy)phenyl)carbamoyl)-4,5-dihydrobenzo[b]thieno[2,3-d]oxepin-8-yl)-6-(propylcarbamoyl)picolinate C(C)(C)(C)OC(=O)NCC1=CC(=C(C=C1)NC(=O)C1=CC2=C(OCCC3=C2SC=C3)C=C1C=1C(=NC(=CC1)C(NCCC)=O)C(=O)OC)OCC1CC1